COC1=CC=C(C=C1)C1(CCCCCC1)O 1-(4-methoxyphenyl)cycloheptan-1-ol